FC=1C=C(C=CC1COCC1CCOCC1)B(O)O (3-FLUORO-4-[(OXAN-4-YLMETHOXY)METHYL]PHENYL)BORANEDIOL